Nonan-4-yn-9-ylmethyl (4-nitrophenyl) carbonate C(OCCCCCC#CCCC)(OC1=CC=C(C=C1)[N+](=O)[O-])=O